tert-butyl 6-((6-chloro-2-(trifluoromethyl)pyridin-3-yl)sulfonyl)-2,6-diazaspiro[3.3]heptane-2-carboxylate ClC1=CC=C(C(=N1)C(F)(F)F)S(=O)(=O)N1CC2(CN(C2)C(=O)OC(C)(C)C)C1